1-(1-(2-(2-ethoxyethoxy)ethoxy)prop-1-en-2-yl)-4-methoxybenzene C(C)OCCOCCOC=C(C)C1=CC=C(C=C1)OC